CN1C(CN(CC1)C=1C(NC=CN1)=O)=O 3-(4-methyl-3-oxopiperazin-1-yl)pyrazin-2(1H)-one